(2s,4r)-4-azido-1-(tert-butoxycarbonyl)pyrrolidine-2-carboxylic acid N(=[N+]=[N-])[C@@H]1C[C@H](N(C1)C(=O)OC(C)(C)C)C(=O)O